(2S,5R)-6-(benzyloxy)-7-oxo-1,6-diazabicyclo[3.2.1]octane-2-formamide C(C1=CC=CC=C1)ON1[C@@H]2CC[C@H](N(C1=O)C2)C(=O)N